C[C@@H]1O[C@@H](CN(C1)C(=O)C=1N=C(OC1)C1=C(C(=C(C(=C1)F)F)O)F)C ((2S,6R)-2,6-Dimethylmorpholino)(2-(2,4,5-trifluoro-3-hydroxyphenyl)oxazol-4-yl)methanone